ClC=1C2=C(N=C(N1)C1=CC=NC=C1)C=NC=C2 4-chloro-2-(4-pyridinyl)pyrido[3,4-d]Pyrimidine